4,6-difluoro-N-(2-(2-methyl-1,2,5,6-tetrahydropyridin-3-yl)thieno[2,3-b]pyridin-4-yl)benzo[d]thiazol-5-amine FC1=C(C(=CC2=C1N=CS2)F)NC2=C1C(=NC=C2)SC(=C1)C=1C(NCCC1)C